3,3-difluoro-1-azabicyclo[3.2.0]heptan FC1(CN2CCC2C1)F